NCC=1C=CC(=C(C(=O)NC(C)C=2C=C(C=C(C2)C=2C=NN(C2)C)C=2C=C(SC2)C(=O)OC)C1)C methyl 4-(3-(1-(5-(aminomethyl)-2-methylbenzamido)ethyl)-5-(1-methyl-1H-pyrazol-4-yl)phenyl)thiophene-2-carboxylate